tert-butyl (2-(3-((3-(1-(3,5-dichlorophenyl)-3-(3,3-dimethylmorpholine-4-carbonyl)-7-methoxy-1,4-dihydrochromeno[4,3-c]pyrazol-8-yl)phenyl)amino)-3-oxopropoxy)ethyl)carbamate ClC=1C=C(C=C(C1)Cl)N1N=C(C2=C1C=1C=C(C(=CC1OC2)OC)C=2C=C(C=CC2)NC(CCOCCNC(OC(C)(C)C)=O)=O)C(=O)N2C(COCC2)(C)C